6-methyl-3-phenyl-6H-imidazo[1',2':1,6]pyrido[3,4-b]indole CN1C=2C(C=3C=CC=CC13)=CC=1N(C2)C(=CN1)C1=CC=CC=C1